N-(4-fluorophenyl)-3-(3-methoxy-4-((6-(trifluoromethyl)pyrimidin-4-yl)oxy)phenyl)acrylamide FC1=CC=C(C=C1)NC(C=CC1=CC(=C(C=C1)OC1=NC=NC(=C1)C(F)(F)F)OC)=O